CN(C/C=C/C(=O)N(CCCOC)[C@@H]1C[C@H](C1)OC1=C2C=NNC2=CC(=C1)C1=CC=C(C=C1)O)C trans-(E)-4-(dimethylamino)-N-(3-((6-(4-hydroxyphenyl)-1H-indazol-4-yl)oxy)cyclobutyl)-N-(3-methoxypropyl)but-2-enamide